6-Methyl-pyridine-2-carboxylic acid {3-[5-(3-fluoro-phenyl)-[1,3,4]oxadiazol-2-yl]-adamantan-1-yl}-amide FC=1C=C(C=CC1)C1=NN=C(O1)C12CC3(CC(CC(C1)C3)C2)NC(=O)C2=NC(=CC=C2)C